P(OC1=CC=CC=C1)(OCO[C@@H](CN1C2=NC=NC(=C2N=C1)N)C)=O Monophenyl (((1R)-2-(6-amino-9H-purin-9-yl)-1-methylethoxy) methyl) phosphonate